C(CC=C)[C@@H]1CCC(N1)=O (5R)-5-but-3-enylpyrrolidin-2-one